ClC=1C=C(C(=NC1OC)N1CCC(CCC1)(F)F)C(=O)N 5-chloro-2-(4,4-difluoroazepan-1-yl)-6-methoxy-pyridine-3-carboxamide